3,7-diiododibenzofuran IC=1C=CC2=C(OC3=C2C=CC(=C3)I)C1